(7S)-2-Benzyl-7-methyl-3-[(cis)-4-(1H-1,2,3,4-tetrazol-5-yl)cyclohexyl]-3H,6H,7H,8H,9H-imidazo[4,5-f]chinolin C(C1=CC=CC=C1)C=1N(C=2C(=C3CC[C@@H](NC3=CC2)C)N1)[C@@H]1CC[C@@H](CC1)C1=NN=NN1